3-({3-[2-(4-chlorophenyl)-1-fluoro-2-hydroxyethyl]-1,2,4-oxadiazol-5-yl}methyl)-1,5-dimethylpyrimidine-2,4-dione ClC1=CC=C(C=C1)C(C(F)C1=NOC(=N1)CN1C(N(C=C(C1=O)C)C)=O)O